1-[(2-chloro-4-fluorophenyl)methyl]-1-(piperidin-4-yl)-3-{[4-(propane-2-yloxy)phenyl]methyl}urea ClC1=C(C=CC(=C1)F)CN(C(=O)NCC1=CC=C(C=C1)OC(C)C)C1CCNCC1